5-(3-((3-chloro-4-methoxyphenyl)ethynyl)phenoxy)-1H-1,2,3-triazole-4-carboxylic acid ClC=1C=C(C=CC1OC)C#CC=1C=C(OC2=C(N=NN2)C(=O)O)C=CC1